Cl.BrC1=CC2=C(C(C3=C(N(S2(=O)=O)C)C=CC=C3)NCCCC(=O)O)C=C1 4-((3-Bromo-6-methyl-5,5-dioxido-6,11-dihydrodibenzo[c,f][1,2]thiazepin-11-yl)amino)butanoic acid hydrochloride salt